COC1=CC=C(OC2=NC(=C3N=CNC3=N2)NCC2CCOCC2)C=C1 2-(4-methoxyphenoxy)-N-((tetrahydro-2H-pyran-4-yl)methyl)-9H-purin-6-amine